1'-[2-(4-methanesulfonylphenoxy)ethyl]-5-methyl-1,2-dihydrospiro[indole-3,4'-piperidin]-2-one CS(=O)(=O)C1=CC=C(OCCN2CCC3(CC2)C(NC2=CC=C(C=C23)C)=O)C=C1